Cl.COC(CCCCC)=O.C1(CC1)COC1=NC(=CC=C1/C=C/C(=O)NC1=CC=CC=2NC(NC21)=O)C(F)F (E)-3-(2-(Cyclopropylmethoxy)-6-(difluoromethyl)pyridin-3-yl)-N-(2-oxo-2,3-dihydro-1H-benzo[d]imidazol-4-yl)acrylamid Methyl-hexanoate hydrochloride